2-[2-[2-[2-[2,3-bis[8-(1-octylnonoxy)-8-oxo-octoxy]propoxy]ethoxy] ethoxy]ethoxy]ethyl-1,4-dimethylpiperidine-4-carboxylate C(CCCCCCC)C(CCCCCCCC)OC(CCCCCCCOC(COCCOCCOCCOCCOC(=O)C1(CCN(CC1)C)C)COCCCCCCCC(OC(CCCCCCCC)CCCCCCCC)=O)=O